N[C@@H]1C2=C(OC13CCN(CC3)C=3N=CC(=NC3)SC3=C(C(=NC=C3)N3CC(C3)C(C)(C)O)Cl)C=CC(=C2)F (R)-2-(1-(4-(5-(3-amino-5-fluoro-3H-spiro[benzofuran-2,4'-piperidin]-1'-yl)pyrazin-2-ylsulfanyl)-3-chloropyridin-2-yl)azetidin-3-yl)propan-2-ol